C(C)S(=O)(=O)C1CN(C1)C(=O)C1=CC=2C(C3=CC=CC=C3C(C2C=C1)=O)=O 2-(3-(ethyl-sulfonyl)azetidine-1-carbonyl)anthracene-9,10-dione